2-[1-[6-Methyl-2-(3-methyl-6,8-dihydro-5H-[1,2,4]triazolo[4,3-a]pyrazin-7-yl)-4-oxo-chromen-8-yl]ethylamino]benzoic acid CC=1C=C2C(C=C(OC2=C(C1)C(C)NC1=C(C(=O)O)C=CC=C1)N1CC=2N(CC1)C(=NN2)C)=O